butyl 4-[[[1-[4-(2,4-dioxohexahydropyrimidin-1-yl)-8-isoquinolyl]-4-piperidyl]-methyl-amino]methyl]piperidine-1-carboxylate O=C1N(CCC(N1)=O)C1=CN=CC2=C(C=CC=C12)N1CCC(CC1)N(C)CC1CCN(CC1)C(=O)OCCCC